4-((2-(1H-pyrazol-4-yl)ethyl)amino)-5,6-dimethyl-N-((3-phenyloxetan-3-yl)methyl)pyrimidine N1N=CC(=C1)CCNC1=NCN(C(=C1C)C)CC1(COC1)C1=CC=CC=C1